3-(4-chloro-3-(2-methoxyethoxy)phenyl)-7-hydroxy-4H-benzopyran-4-one ClC1=C(C=C(C=C1)C1=COC2=C(C1=O)C=CC(=C2)O)OCCOC